1-(8,8-dimethyl-1,2,3,4,5,6,7,8-octahydronaphthalen-2-yl)-N-isopropylmethanimine oxide CC1(CCCC=2CCC(CC12)C=[N+](C(C)C)[O-])C